CN1[C@@H](CCC1)[C@H](C)OC1=CC(=NC(=N1)C1=NC(=NO1)C(C)(C)C1=CC=CC=C1)O[C@@H]1C[C@H](NCC1)CC#N 2-[(2R,4S)-4-({6-[(1S)-1-[(2S)-1-Methylpyrrolidin-2-yl]ethoxy]-2-[3-(2-phenylpropan-2-yl)-1,2,4-oxadiazol-5-yl]pyrimidin-4-yl}oxy)piperidin-2-yl]acetonitrile